Aminotriacetic acid C(C(=O)O)N(CC(=O)O)CC(=O)O